BrC=1C=C(C(N(C1)CC=1C=NC(=CC1)OC)=O)C(=O)NC 5-bromo-1-((6-methoxypyridin-3-yl)methyl)-N-methyl-2-oxo-1,2-dihydropyridine-3-carboxamide